1-(2-{6-[(3R)-3-aminopiperidine-1-carbonyl]-3-methylpyrazolo[1,5-a]pyridin-2-yl}-1-(cyclopropylmethyl)-1H-pyrrolo[2,3-b]pyridin-6-yl)ethan-1-ol N[C@H]1CN(CCC1)C(=O)C=1C=CC=2N(C1)N=C(C2C)C2=CC=1C(=NC(=CC1)C(C)O)N2CC2CC2